O8-tert-Butyl O3-(9H-fluoren-9-ylmethyl) 3,8-diazabicyclo[3.2.1]octane-3,8-dicarboxylate C12CN(CC(CC1)N2C(=O)OC(C)(C)C)C(=O)OCC2C1=CC=CC=C1C=1C=CC=CC21